CC1=NC(=CC=C1O[C@@H]1C[C@H](CCC1)C(=O)O)C=1N=NN(C1CNC1=NOC(=N1)[C@@H](C)OCCC)C (1S,3S)-3-((2-methyl-6-(1-methyl-5-(((5-((R)-1-propoxyethyl)-1,2,4-oxadiazol-3-yl)amino)methyl)-1H-1,2,3-triazol-4-yl)pyridin-3-yl)oxy)cyclohexane-1-carboxylic acid